1-(6-phenylimidazo[1,5-a]pyridin-5-yl)ethane-1-amine C1(=CC=CC=C1)C=1C=CC=2N(C1C(C)N)C=NC2